C(CCCC)OC(NC1=NC=NN2C1=CC=C2[C@@]2(OC([C@H]1OC(O[C@H]12)(C)C)CO)C#N)=O (7-((3aR,4R,6aR)-4-cyano-6-(hydroxymethyl)-2,2-dimethyltetrahydrofurano[3,4-d][1,3]dioxol-4-yl)pyrrolo[2,1-f][1,2,4]triazin-4-yl)carbamic acid pentyl ester